methyl-(hydroxybenzyl)diphenyloxysilane C[Si](OC1=CC=CC=C1)(OC1=CC=CC=C1)C(C1=CC=CC=C1)O